2-[2,3-difluoro-4-[8-[4-[4-(4-hydroxypiperidine-4-carbonyl)piperazine-1-carbonyl]-3-methyl-anilino]imidazo[1,2-a]pyrazin-3-yl]phenoxy]acetonitrile formate C(=O)O.FC1=C(OCC#N)C=CC(=C1F)C1=CN=C2N1C=CN=C2NC2=CC(=C(C=C2)C(=O)N2CCN(CC2)C(=O)C2(CCNCC2)O)C